FC=1C=C(C=CC1I)C1=CN=CO1 5-(3-fluoro-4-iodophenyl)-1,3-oxazole